anti-(2-(2,4-dichlorophenyl)-3-(1H-1,2,4-triazol-1-yl)propanol) ClC1=C(C=CC(=C1)Cl)C(CO)CN1N=CN=C1